propa-2-enyl oxobutanoate O=C(C(=O)OCC=C)CC